5-chloro-1,3-dimethyl-1H-pyrazole-4-carboxylic acid ClC1=C(C(=NN1C)C)C(=O)O